(2-(1-methyl-7-oxa-1-azaspiro[4.4]non-3-en-4-yl)thieno[2,3-b]pyridin-4-yl)benzo[d]thiazol-5-amine CN1CC=C(C12COCC2)C2=CC=1C(=NC=CC1C=1SC3=C(N1)C=C(C=C3)N)S2